(S)-3-(8-(6-amino-3-(trifluoromethyl)pyridin-2-yl)quinolin-5-yl)-2-(2,6-dichlorobenzoylamino)propionic acid NC1=CC=C(C(=N1)C=1C=CC(=C2C=CC=NC12)C[C@@H](C(=O)O)NC(C1=C(C=CC=C1Cl)Cl)=O)C(F)(F)F